BrC=1C(=NN(C1)C)C1=NC=C(N=C1)C 2-(4-bromo-1-methyl-1H-pyrazol-3-yl)-5-methylpyrazine